N[C@H]1C[C@@H]2N(C3=C(C=C4C(N(CC4=C3)[C@@H]3C(NC(CC3)=O)=O)=O)OC2)C1 (S)-3-((2S,3aS)-2-amino-7-oxo-2,3,3a,4,7,9-hexahydro-1H,8H-pyrrolo[1',2':4,5][1,4]oxazino[2,3-f]isoindol-8-yl)piperidine-2,6-dione